5-fluoro-3-(4-methoxyphenyl)-2,3-dihydrobenzo[d]isothiazole 1,1-dioxide FC=1C=CC2=C(C(NS2(=O)=O)C2=CC=C(C=C2)OC)C1